(E)-4-(3-((5-(4-nitrophenyl)furan-2-yl)methylene)-2-oxo-5-phenyl-2,3-dihydro-1H-pyrrol-1-yl)benzoic acid [N+](=O)([O-])C1=CC=C(C=C1)C1=CC=C(O1)\C=C/1\C(N(C(=C1)C1=CC=CC=C1)C1=CC=C(C(=O)O)C=C1)=O